ClC=1C(N(C=CN1)CCCC(=O)OC(C)(C)C)=O tert-butyl 4-(3-chloro-2-oxopyrazin-1(2H)-yl)butanoate